FC1(CC2(C1)CCNCC2)CN2CCN(CC2)C=2C=C1CN(C(C1=CC2)=O)[C@@H]2C(NC(CC2)=O)=O (S)-3-(5-(4-((2-fluoro-7-azaspiro[3.5]nonan-2-yl)methyl)piperazin-1-yl)-1-oxoisoindolin-2-yl)piperidine-2,6-dione